[Cl-].[Cl-].C1=C(C=CC2=CC=CC=C12)C(=[Zr+2](C1=C(C=CC=2C3=CC=C(C=C3CC12)C(C)(C)C)C(C)(C)C)C1C=CC=C1)C1=CC2=CC=CC=C2C=C1 Bis(2-naphthyl)methylene(cyclopentadienyl)(2,7-di-tert-butylfluorenyl)zirconium dichloride